2-methyl-5-(3-methoxyphenyl)-N-(3-(2,2-difluoropropyl)-1,2,4-thiadiazol-5-yl)thiophene-3-carboxamide CC=1SC(=CC1C(=O)NC1=NC(=NS1)CC(C)(F)F)C1=CC(=CC=C1)OC